(1-methylpyrazol-4-yl)methyl-5-phenyl-pyrazolo[4,3-b]pyridin-7-amine CN1N=CC(=C1)CC1=NNC=2C1=NC(=CC2N)C2=CC=CC=C2